4-bromo-1-(bromodifluoromethyl)-2-methylimidazole BrC=1N=C(N(C1)C(F)(F)Br)C